3-chloro-N-(1-cyanocyclopropyl)-1-(5-(difluoromethyl)-1,3,4-thiadiazol-2-yl)-N-(4-methoxybenzyl)-5-(4-(2-methylpropylthio)piperazin-1-yl)imidazo[1,5-a]pyridin-7-sulfonamide ClC1=NC(=C2N1C(=CC(=C2)S(=O)(=O)N(CC2=CC=C(C=C2)OC)C2(CC2)C#N)N2CCN(CC2)SCC(C)C)C=2SC(=NN2)C(F)F